FC(C1=NN=C(O1)C1=CC=C2CN(N(C(C2=C1)=O)C)C1=CC=C(C=C1)F)F 7-[5-(difluoromethyl)-1,3,4-oxadiazol-2-yl]-3-(4-fluorophenyl)-2-methyl-3,4-dihydrophthalazin-1(2H)-one